ClC1=CC=C(C=C1)CCC1=NOC(=N1)CN1N=CC(=C(C1=O)C)N1C[C@@H](CC1)O 2-({3-[2-(4-chlorophenyl)ethyl]-1,2,4-oxadiazol-5-yl}methyl)-5-[(3R)-3-hydroxypyrrolidin-1-yl]-4-methyl-2,3-dihydropyridazin-3-one